CC1=C2C(=CC(=C1S(=O)(=O)O)O2)C 2,6-dimethyl-3-sulfo-1,4-phenylene ether